BrC=1SC(=CC1C=C1C(C2=CC(=C(C=C2C1=O)F)F)=O)Br 2-((2,5-dibromothiophene-3-yl)methylene)-5,6-difluoro-1H-indene-1,3(2H)-dione